C(C1=CC=CC=C1)OC=1C(=CC(=C(C1)NC(OCC=C)=O)C(=O)N1CCC(=C[C@H]1CO)C1=CC=C(C=C1)OC)OC Allyl (S)-(5-(benzyloxy)-2-(6-(hydroxymethyl)-4-(4-methoxy-phenyl)-1,2,3,6-tetrahydropyridine-1-carbonyl)-4-methoxyphenyl)-carbamate